N-methyl-N-(1-methylpiperidine-4-yl)benzamide CN(C(C1=CC=CC=C1)=O)C1CCN(CC1)C